3-(3,5-di-tert.butyl-4-hydroxyphenyl)propionic acid methyl ester COC(CCC1=CC(=C(C(=C1)C(C)(C)C)O)C(C)(C)C)=O